4,7-dichloro-2-cyclooctylquinoline ClC1=CC(=NC2=CC(=CC=C12)Cl)C1CCCCCCC1